C1(=CC=CC=C1)C1=CC2=C(C3=CC=CC=C3C(=C2C=C1)C1=CC=C(C=C1)C1=CC=NC=C1)C1=CC=C(C=C1)C1=CC=NC=C1 4,4'-((2-phenylanthracene-9,10-diyl)bis(4,1-phenylene))dipyridine